COC(=O)C1=CC2=C(S1)C=C(C=C2)OC2=C(C=CC=C2)NC(=O)C 6-(2-Acetaminophenoxy)benzo[b]thiophene-2-carboxylic acid methyl ester